Sodium benzyloxycarbonyl-(2-benzyloxycarbonyl-3-bromo-pyrrol-1-yl)sulfonyl-azanide C(C1=CC=CC=C1)OC(=O)[N-]S(=O)(=O)N1C(=C(C=C1)Br)C(=O)OCC1=CC=CC=C1.[Na+]